ClC1=CC(=C(C=C1)C1=NC=C(C=N1)CN)OC1=CC(=NC(=C1)N1CCOCC1)C [2-[4-chloro-2-(2-methyl-6-morpholin-4-ylpyridin-4-yl)oxyphenyl]pyrimidin-5-yl]methanamine